FCC(C)(C=1C=CC2=C(CN(CO2)C2=CC(=CC=C2)C#C)C1)C=1C=CC2=C(CN(CO2)C2=CC(=CC=C2)C#C)C1 6,6'-(fluoropropane-2,2-diyl)bis(3-(3-ethynylphenyl)-3,4-dihydro-2H-benzo[e][1,3]oxazine)